tert-butyl N-[(1S)-4-(carbamothioylamino)-1-{[(1S,2S)-2-methyl-1-(methylcarbamoyl)butyl]carbamoyl}butyl]-carbamate C(N)(=S)NCCC[C@@H](C(N[C@@H]([C@H](CC)C)C(NC)=O)=O)NC(OC(C)(C)C)=O